ClC=1C=C(C=CC1Cl)CS(=O)(=O)N(CCC)CC(C=1C=NC=CC1)O 1-(3,4-dichlorophenyl)-N-[2-hydroxy-2-(3-pyridyl)ethyl]-N-propyl-methanesulfonamide